O=C1N([C@@H]2CC[C@H](N1C2)C(=O)NN2C(CCC2)=O)OS(=O)(=O)O.[NH+]2=CC=CC=C2 |r| pyridinium (2SR,5RS)-7-oxo-N-(2-oxopyrrolidin-1-yl)-6-(sulfooxy)-1,6-diazabicyclo[3.2.1]octane-2-carboxamide